CC1=CC(=C(N=N1)OC1=CC(=CC=C1)C(F)(F)F)C(=O)N[C@@H](CON1C(C2=CC=CC=C2C1=O)=O)COC1=C(C=C(C=C1)C)C |r| 6-methyl-N-[rac-1-[(2,4-dimethylphenoxy)methyl]-2-(1,3-dioxoisoindolin-2-yl)oxy-ethyl]-3-[3-(trifluoro-methyl)phenoxy]pyridazine-4-carboxamide